NC1=CC=CC=2N(C(=[N+](C21)CC)C(=O)N2CCCC2)CC amino(pyrrolidine-1-carbonyl)-1,3-diethyl-1H-1,3-benzodiazol-3-ium